4-((5R,7r)-8-((5-methoxy-7-methyl-1H-indol-4-yl)methyl)-1-oxa-8-azaspiro[4.5]decan-7-yl)benzoic acid COC=1C(=C2C=CNC2=C(C1)C)CN1[C@H](C[C@@]2(CCCO2)CC1)C1=CC=C(C(=O)O)C=C1